(S)-3-(4-hydroxyphenyl)-4-hexynoic acid methyl ester COC(C[C@H](C#CC)C1=CC=C(C=C1)O)=O